F[C@@H]1[C@@H](C1)C(=O)NC=1SC2=C(N1)C=CC(=C2)C2=C(C(=CC=C2C)NC)F (1S,2S)-2-fluoro-N-(6-(2-fluoro-6-methyl-3-(methylamino)phenyl)benzo[d]thiazol-2-yl)cyclopropane-1-carboxamide